The molecule is the pentacyclic triterpenoid that is the 11-oxo derivative of beta-amyrin. It is a pentacyclic triterpenoid and a cyclic terpene ketone. It derives from a beta-amyrin. C[C@@]12CC[C@@]3(C(=CC(=O)[C@H]4[C@]3(CC[C@@H]5[C@@]4(CC[C@@H](C5(C)C)O)C)C)[C@@H]1CC(CC2)(C)C)C